C[C@H]1O[C@@H](CN(C1)CCNC(=O)C=1C=C(C(=NC1)C)NC(=O)C=1C=C2C(=NC1)NC(=C2)C=2C=NN(C2)C)C N-(5-((2-((2R,6R)-2,6-dimethylmorpholino)ethyl)carbamoyl)-2-methylpyridin-3-yl)-2-(1-methyl-1H-pyrazol-4-yl)-1H-pyrrolo[2,3-b]pyridine-5-carboxamide